[Pd].C(C)(C)(C)P(C(C)(C)C)C(C)(C)C.C(C)(C)(C)P(C(C)(C)C)C(C)(C)C Bis(tri-t-butylphosphine) palladium(0)